C1(=CC=CC=C1)C1(CC(=NO1)C1=CC=C(C(=O)Cl)C=C1)C(F)(F)F 4-(5-phenyl-5-(trifluoromethyl)-4,5-dihydroisoxazol-3-yl)benzoyl chloride